tert-Butyl 3-(1H-pyrazol-3-yl)pyrrolidine-1-carboxylate N1N=C(C=C1)C1CN(CC1)C(=O)OC(C)(C)C